3'-(2,6-dimethylpyridin-4-yl)-4,4''-bis(3-methyl-9H-carbazol-9-yl)-5',6'-bis(5H-pyrido[3,2-b]indol-5-yl)-[1,1':4',1''-terphenyl]-2'-carbonitrile CC1=NC(=CC(=C1)C1=C(C(=C(C(=C1C1=CC=C(C=C1)N1C2=CC=CC=C2C=2C=C(C=CC12)C)N1C2=C(C=3C=CC=CC13)N=CC=C2)N2C1=C(C=3C=CC=CC23)N=CC=C1)C1=CC=C(C=C1)N1C2=CC=CC=C2C=2C=C(C=CC12)C)C#N)C